α-monodeutero-N-(methyl-d3)tryptamine [2H]C(NC([2H])([2H])[2H])CC1=CNC2=CC=CC=C12